1-(N,N-bis(1-methylethyl)amino)-1,1,2,2-tetrachloro-2-vinyldisilane CC(C)N(C(C)C)[Si]([Si](C=C)(Cl)Cl)(Cl)Cl